(2-benzyloxyethyl)-3,8-diazabicyclo[3.2.1]octane C(C1=CC=CC=C1)OCCC12CNCC(CC1)N2